N-benzyl-3-{8-[(2R,6S)-2,6-dimethylmorpholin-4-yl]-1,5-naphthyridin-2-yl}benzene-1-sulfonamide C(C1=CC=CC=C1)NS(=O)(=O)C1=CC(=CC=C1)C1=NC2=C(C=CN=C2C=C1)N1C[C@H](O[C@H](C1)C)C